(1R,4R)-N1-((1H-pyrazol-3-yl)methyl)-N4-(5-chloro-4-(5-(cyclopropylmethyl)-1-methyl-1H-pyrazol-4-yl)pyrimidin-2-yl)cyclohexane-1,4-diamine N1N=C(C=C1)CNC1CCC(CC1)NC1=NC=C(C(=N1)C=1C=NN(C1CC1CC1)C)Cl